(1S,2S)-N-(5-((6-cyclopropylimidazo[1,2-a]pyridin-2-yl)methoxy)pyridazin-3-yl)-2-(4-methylpyrimidin-2-yl)cyclopropane-1-carboxamide C1(CC1)C=1C=CC=2N(C1)C=C(N2)COC=2C=C(N=NC2)NC(=O)[C@@H]2[C@H](C2)C2=NC=CC(=N2)C